FC=1C=C(C=C2C=CC(=NC12)C1CCOCC1)CN1C[C@H]([C@@H](C1)OC1COC1)OC=1C=C2CN(C(C2=CC1)=O)[C@H]1C(NC(CC1)=O)=O |o1:20,21,39| rel-3-(5-(((3R*,4R*)-1-((8-fluoro-2-(tetrahydro-2H-pyran-4-yl)quinolin-6-yl)methyl)-4-(oxetan-3-yloxy)pyrrolidin-3-yl)oxy)-1-oxoisoindolin-2-yl)piperidine-2,6-dione